2-(3-(1-(2,6-dioxopiperidin-3-yl)-3-methyl-2-oxo-2,3-dihydro-1H-benzo[d]imidazol-5-yl)phenyl)acetic acid O=C1NC(CCC1N1C(N(C2=C1C=CC(=C2)C=2C=C(C=CC2)CC(=O)O)C)=O)=O